6-cyclopropyl-5-(difluoromethoxy)-2-(2-methylphenylamino)pyridine-3-carbonitrile C1(CC1)C1=C(C=C(C(=N1)NC1=C(C=CC=C1)C)C#N)OC(F)F